(phenylazo) naphthalenedisulfonate C=1(C(=CC=C2C=CC=CC12)S(=O)(=O)[O-])S(=O)(=O)ON=NC1=CC=CC=C1